OC[C@@H]1NC=2C=CC(=CC2[C@H]2[C@@H]1CCN2S(=O)(=O)C2=CC=C(C)C=C2)C=2C=C(C=CC2)NC(C)=O N-(3-((3aR,4R,9bR)-4-(hydroxymethyl)-1-tosyl-2,3,3a,4,5,9b-hexahydro-1H-pyrrolo[3,2-c]quinolin-8-yl)phenyl)acetamide